OC(CCN1CCN(CC1)C1=C(C=CC=C1)OC)C=1C=C2CCN(C2=CC1)C(C)=O 1-(5-(1-hydroxy-3-(4-(2-methoxyphenyl)piperazin-1-yl)propyl)indolin-1-yl)ethane-1-one